N-[1-(5-bromopyrimidin-2-yl)-2-methylcyclobutyl]-2-methylpropane-2-sulfinamide BrC=1C=NC(=NC1)C1(C(CC1)C)NS(=O)C(C)(C)C